ClC=1C=C(OC2CCN(CC2)C2=C(C(N(C3=CC(=CC=C23)CCOC)C)=O)C#N)C=CC1 4-[4-(3-chlorophenoxy)piperidin-1-yl]-7-(2-methoxyethyl)-1-methyl-2-oxo-1,2-dihydroquinoline-3-carbonitrile